C(CCCCCCC\C=C/CCCCCCCC)(=O)O.C(CCCCCCC\C=C/CCCCCCCC)(=O)O.NCCCN aminopropyl-amine dioleate